tert-butyl 2-(6-chloro-3-nitropyridine-2-yl)-2-cyanoacetate ClC1=CC=C(C(=N1)C(C(=O)OC(C)(C)C)C#N)[N+](=O)[O-]